CC1=C(C(CCC1)(C)C)CCC(=O)C 7,8-dihydro-beta-ionone